C1N(CC12CCC2)CC=2C=CC(=NC2N)C=2C=C1CN(C(C1=CC2)=O)C2C(NC(CC2)=O)=O 3-(5-(5-((2-azaspiro[3.3]heptan-2-yl)methyl)-6-aminopyridin-2-yl)-1-oxoisoindolin-2-yl)piperidine-2,6-dione